C(C1=CC=CC=C1)OC([C@@H](C(CCN1C[C@H](N(CC1)C(=O)OC(C)(C)C)C(=O)OC)(C)C)NC(=O)OC1=CC=CC=C1)=O (S)-1-tert-butyl 2-methyl 4-((R)-5-(benzyloxy)-3,3-dimethyl-5-oxo-4-((phenoxycarbonyl)amino)pentyl)piperazine-1,2-dicarboxylate